C(#N)C1=C(OC=2C=C3C(N(C=NC3=CC2)CCN2CCN(CC2)C(=O)OC(C)(C)C)=O)C(=CC=C1NS(=O)(=O)N1CCCC1)F tert-butyl 4-[2-[6-[2-cyano-6-fluoro-3-(pyrrolidin-1-ylsulfonylamino)phenoxy]-4-oxo-quinazolin-3-yl]ethyl]piperazine-1-carboxylate